C(#N)C(C)(C)N=NC(=O)N 1-{(1-cyano-1-methylethyl)azo}formamide